6-[(4-bromo-2-thienyl)methoxy]-7H-purin-2-amine BrC=1C=C(SC1)COC1=C2NC=NC2=NC(=N1)N